(R)-3-amino-2-(((benzyloxy)carbonyl)amino)propionic acid methyl ester hydrochloride Cl.COC([C@@H](CN)NC(=O)OCC1=CC=CC=C1)=O